1,2-dihexanylglycerol C(CCCCC)OCC(OCCCCCC)CO